C(C)OOO[SiH3] ethyl-trioxysilane